C[C@@H]1N(CC1)C=1N=C(C2=C(N1)CCC2)C=2C=C(C(=O)NC1=NNC=C1)C=CC2 (S)-3-(2-(2-methylazetidin-1-yl)-6,7-dihydro-5H-cyclopenta[d]pyrimidin-4-yl)-N-(1H-pyrazol-3-yl)benzamide